N-(bis(3-(tripropylsilyl)phenyl)phosphaneyl)-N-phenethyl-1,1-bis(4-(tripropylsilyl)phenyl)phosphanamine C(CC)[Si](C=1C=C(C=CC1)P(N(P(C1=CC=C(C=C1)[Si](CCC)(CCC)CCC)C1=CC=C(C=C1)[Si](CCC)(CCC)CCC)CCC1=CC=CC=C1)C1=CC(=CC=C1)[Si](CCC)(CCC)CCC)(CCC)CCC